O=C1NC=2N(C3=C1C=CN=C3)N=C(C2)C(=O)OCC ethyl 5-oxo-4,5-dihydropyrazolo[1,5-a]pyrido[4,3-e]pyrimidine-2-carboxylate